CN1N=CC(=C1)C=1N=CC=2N(C1)C(=CN2)C2=CC=C(C=C2)OC2=CC=CC=C2 6-(1-methylpyrazol-4-yl)-3-(4-phenoxyphenyl)imidazo[1,2-a]pyrazine